[6-chloro-5-iodo-3-[3-(trifluoro-methyl)phenoxy]pyridazin-4-yl]-5-[(2,4-dimethylphenyl)methyl]-5,6-dihydro-4H-1,2,4-oxadiazine ClC1=C(C(=C(N=N1)OC1=CC(=CC=C1)C(F)(F)F)C1=NOCC(N1)CC1=C(C=C(C=C1)C)C)I